NC1=C2C(=NC=N1)N(N=C2C2=C(C=C(C=C2)OC2=C(C(=CC(=C2F)F)F)F)F)[C@@H]2CN(CCC2)C(C=C)=O 1-((S)-3-(4-amino-3-(2-fluoro-4-(2,3,5,6-tetrafluorophenoxy)phenyl)-1H-pyrazolo[3,4-d]pyrimidin-1-yl)piperidin-1-yl)prop-2-en-1-one